BrC1=C(C=C(C=C1)N1C=NN(C1=O)C\C(\CNC(OC(C)(C)C)=O)=C/F)C tert-butyl (Z)-(2-((4-(4-bromo-3-methylphenyl)-5-oxo-4,5-dihydro-1H-1,2,4-triazol-1-yl)methyl)-3-fluoroallyl)carbamate